C1=CC=CC=2C3=CC=CC=C3N(C12)C1=C2C(N(C(C2=C(C=C1)N1C2=CC=CC=C2C=2C=CC=CC12)=O)[C@H]1CCCC2=CC=CC=C12)=O (S)-4,7-bis(9H-carbazol-9-yl)-2-(1,2,3,4-tetrahydronaphthalen-1-yl)isoindoline-1,3-dione